3-(((4-methoxybenzyl)oxy)methyl)-2-methyl-oxetane COC1=CC=C(COCC2C(OC2)C)C=C1